OC1=C(C=C(C=C1)CCCCCCCC)N1N=C2C(=N1)C=CC=C2 2-(2-hydroxy-5-octylphenyl)-2H-benzotriazole